1-(2-chloro-6-fluorophenyl)-4-((4-(4-methylpiperazine-1-carbonyl)phenyl)amino)-1H-pyrazole-3-carboxamide ClC1=C(C(=CC=C1)F)N1N=C(C(=C1)NC1=CC=C(C=C1)C(=O)N1CCN(CC1)C)C(=O)N